(Z)-2-(tert-butyl)-2-methyl-3-oxa-6-aza-2-sila-15-tetracosen-8-ol C(C)(C)(C)[Si](C)(OCCNCC(CCCCCC\C=C/CCCCCCCC)O)C